1-(5-((2,3-dichlorophenyl)thio)-6-iodopyrazin-2-yl)-4-methylpiperidin-4-amine ClC1=C(C=CC=C1Cl)SC=1N=CC(=NC1I)N1CCC(CC1)(N)C